CNC1CN(C1)C1=NC(=NC(=C1)C=1C=NN(C1)CC(F)(F)F)N 4-(3-(Methylamino)azetidin-1-yl)-6-(1-(2,2,2-trifluoroethyl)-1H-pyrazol-4-yl)pyrimidin-2-amine